ClC1=CC2=C(CC(O2)(C)C)C=C1 6-chloro-2,2-dimethyl-3H-benzofuran